2-(5-(3,5-dichloro-4-fluorophenyl)-5-(trifluoromethyl)-4,5-dihydroisoxazol-3-yl)-N-(2-fluoroethyl)-2,3-dihydro-1H-pyrrolo[3,4-c]pyridine-6-carboxamide ClC=1C=C(C=C(C1F)Cl)C1(CC(=NO1)N1CC=2C=NC(=CC2C1)C(=O)NCCF)C(F)(F)F